C(C)N1N=CC(=C1)C1=CC2=C(N=C(S2)NC(=O)[C@H]2CNCC2)C=C1 (R)-N-(6-(1-ethyl-1H-pyrazol-4-yl)benzo[d]thiazol-2-yl)pyrrolidine-3-carboxamide